CN(CC(CO)O)CCCCCCCC 3-(methyl-(octyl)amino)propane-1,2-diol